tert-butyl 2-methyl-6-((2-(trimethylsilyl)ethoxy)methyl)-2,3-dihydropyrrolo[3',2':5,6]pyrido[2,3-b][1,4]oxazine-1(6H)-carboxylate CC1N(C2=C(OC1)N=C1C(=C2)C=CN1COCC[Si](C)(C)C)C(=O)OC(C)(C)C